ClC1=C(C=C(C(=C1)F)NC(=O)OCC)C1=NOC(C1)(C(=O)[O-])C 3-(2-chloro-5-((ethoxycarbonyl)amino)-4-fluorophenyl)-5-methyl-4,5-dihydroisoxazole-5-carboxylate